NC=1C(=NC(=CC1NC(OC(C)(C)C)=O)C=1C=NN(C1)C)NCC=1C=C2C=CC=NC2=CC1 tert-Butyl 3-amino-6-(1-methyl-1H-pyrazol-4-yl)-2-(quinolin-6-ylmethylamino)pyridin-4-ylcarbamate